NC1=NC(=CC(N1)=O)CC1=CC=CC=C1 2-amino-(6-benzyl)-4(3H)pyrimidinone